N-(4-((4-(2-((2,6-dioxopiperidin-3-yl)amino)benzyl)piperazin-1-yl)methyl)-3-(trifluoromethyl)phenyl)-3-(imidazo[1,2-b]pyridazin-3-ylethynyl)-4-methylbenzamide O=C1NC(CCC1NC1=C(CN2CCN(CC2)CC2=C(C=C(C=C2)NC(C2=CC(=C(C=C2)C)C#CC2=CN=C3N2N=CC=C3)=O)C(F)(F)F)C=CC=C1)=O